1-((3S,5R)-1-acryloyl-5-(methoxymethyl)pyrrolidin-3-yl)-3-((1-cyclopropyl-1H-benzo[d]imidazol-5-yl)ethynyl)-5-(methylamino)-1H-pyrazole-4-carboxamide C(C=C)(=O)N1C[C@H](C[C@@H]1COC)N1N=C(C(=C1NC)C(=O)N)C#CC1=CC2=C(N(C=N2)C2CC2)C=C1